C1=C(C=CC2=CC=CC=C12)C=1C2=CC=CC=C2C(=C2C=CC(=CC12)C(C)(C)C)C1=CC2=CC=CC=C2C=C1 9,10-bis(2-naphthalenyl)-2-t-butylanthracene